((7R)-7-amino-2-azabicyclo[2.2.1]hept-2-yl)(2-(1-(cyclopropylmethyl)-6-(3-methyl-[1,2,4]triazolo[4,3-a]pyridin-7-yl)-1H-pyrrolo[2,3-b]pyridin-2-yl)-3-methylbenzofuran-6-yl)methanone N[C@H]1C2N(CC1CC2)C(=O)C2=CC1=C(C(=C(O1)C1=CC=3C(=NC(=CC3)C3=CC=4N(C=C3)C(=NN4)C)N1CC1CC1)C)C=C2